NC1=C(C(N(C2=CC(=CC=C12)C(F)(F)F)C1=CC=C(C=C1)C=C)=O)C(=O)OC methyl 4-amino-2-oxo-7-(trifluoromethyl)-1-(4-vinylphenyl)-1,2-dihydroquinoline-3-carboxylate